CCCCCCCCCCCCCCCC(=O)OC[C@H](O)[C@H]1OC(=O)C(O)=C1O ascorbyl palmitate